O[C@@]1(C(N(CC1)C)=O)C1=CC(=NO1)C1=C(C=CC(=C1)B1OC(C(O1)(C)C)(C)C)C (R)-3-hydroxy-1-methyl-3-(3-(2-methyl-5-(4,4,5,5-tetramethyl-1,3,2-dioxaborolan-2-yl)phenyl)isoxazol-5-yl)pyrrolidin-2-one